Benzyl (6R)-6-{[7-bromo-2-(4-methoxyphenyl) [1,2,4]triazolo[1,5-c]quinazolin-5-yl] amino}-5-oxo-1,4-diazacycloheptane-1-carboxylate BrC1=CC=CC=2C=3N(C(=NC12)N[C@H]1C(NCCN(C1)C(=O)OCC1=CC=CC=C1)=O)N=C(N3)C3=CC=C(C=C3)OC